1-methylethyl-1H-thiophenium CC(C)[S+]1C=CC=C1